9,9-bis(aminophenyl)fluorene NC1=C(C=CC=C1)C1(C2=CC=CC=C2C=2C=CC=CC12)C1=C(C=CC=C1)N